COC(=O)[C@H]1N(CCC1)C(=O)C1=NC(=NC=C1)N[C@@H](C)C1=CC=CC=C1 (S)-1-(2-((S)-1-Phenylethylamino)pyrimidine-4-carbonyl)pyrrolidine-2-carboxylic acid methyl ester